C(C)(C)C1=CC=C(C=C1)C(C(C)(C)O)=O 1-(4-i-propylphenyl)-2-hydroxy-2-methylpropan-1-one